C1(CC1)C1=NNC(=N1)C1CC2(CN(C2)C(=O)N2CC3(C2)CC(C3)CC=3N(N=CC3C(F)(F)F)C)C1 [6-(3-cyclopropyl-1H-1,2,4-triazol-5-yl)-2-azaspiro[3.3]heptan-2-yl]-[6-[[2-methyl-4-(trifluoromethyl)pyrazol-3-yl]methyl]-2-azaspiro[3.3]heptan-2-yl]methanone